N1C=NC=2C=NC(=CC21)N 1H-imidazo[4,5-c]Pyridin-6-amine